6-[3-[[ethyl(methyl)sulfamoyl]amino]-2,6-difluorophenyl]-8-methyl-2-[3-(methylamino)propylamino]-7-oxopyrido[2,3-d]pyrimidine hydrochloride Cl.C(C)N(S(=O)(=O)NC=1C(=C(C(=CC1)F)C1=CC2=C(N=C(N=C2)NCCCNC)N(C1=O)C)F)C